OC1(CC(C1)C(=O)NC=1C=CC(=NC1)C=1N=NN(C1NC(O[C@H](C)C=1C(=NC=CC1)Cl)=O)C)C(F)(F)F (R)-1-(2-chloropyridin-3-yl)ethyl (4-(5-(3-hydroxy-3-(trifluoromethyl)cyclobutane-1-carboxamido)pyridin-2-yl)-1-methyl-1H-1,2,3-triazol-5-yl)carbamate